1-cyclohexyl-2-((4-methoxyphenoxy)methyl)-1,6-dihydrodipyrrolo[2,3-b:2',3'-d]Pyridine C1(CCCCC1)N1C(=CC=2C1=C1C(=NC2)NC=C1)COC1=CC=C(C=C1)OC